COC([C@H](CCCNC(=O)OC(C)(C)C)NC(=O)OC(C)(C)C)=O methyl-(S)-2,5-bis((tert-butoxycarbonyl)-amino)pentanoate